NC1=C(N=CC(=N1)N1CCC(CC1)(C)CNC(OC(C)(C)C)=O)SC1=C(C(=CC=C1)N)Cl Tert-butyl ((1-(6-amino-5-((3-amino-2-chlorophenyl)thio)pyrazin-2-yl)-4-methylpiperidin-4-yl)methyl)carbamate